C(C=C)(=O)OCC(OC(N)=O)CC(CC(CCC(COC(C=C)=O)OC(N)=O)C)(C)C 2,2,4-trimethylhexamethylenebis(2-carbamoyloxyethyl) diacrylate